[Fe](Cl)Cl.CC1=CC(=C(C(=C1)C)N=C(C)C1=NC(=CC=C1)C(C)=NC1=C(C=C(C=C1C)C)Cl)Cl 2,6-bis[1-(4,6-dimethyl-2-chloro-phenylimino)ethyl]pyridine iron (II) dichloride